C[C@H]1[C@@H]([C@H]([C@H]([C@@H](O1)O[C@@H]2[C@H]([C@@H]([C@H](O[C@H]2OC3=C(C(=C4C(=C3)OC(=CC4=O)C5=CC(=C(C=C5)O)O)O)[C@H]6[C@@H]([C@H]([C@@H]([C@H](O6)CO)O)O)O)CO)O)O)O)O)O The molecule is a C-glycosyl compound that is isoorientin in which the hydroxyl hydrogen at position 7 is replaced by an alpha-L-rhamnosyl-(1->2)-beta-D-glucosyl moiety. It has a role as a metabolite. It is a trihydroxyflavone, a C-glycosyl compound, a glycosyloxyflavone and a disaccharide derivative. It derives from an isoorientin.